tert-butyl (4-(2-(3-(2-((1,5-dimethyl-1H-pyrazol-3-yl)amino)-5-methylpyrimidin-4-yl)-1H-indol-7-yl)-1-oxoisoindolin-4-yl)phenyl)carbamate CN1N=C(C=C1C)NC1=NC=C(C(=N1)C1=CNC2=C(C=CC=C12)N1C(C2=CC=CC(=C2C1)C1=CC=C(C=C1)NC(OC(C)(C)C)=O)=O)C